ClC=1C=C(C(=O)NC2=C(C=C(C(=C2)C=2C=NC(=CC2)OCC2CC2)F)N2C[C@H](N([C@H](C2)C)C)C)C=C(C1)Cl |r| 3,5-dichloro-N-[5-[6-(cyclopropylmethoxy)pyridin-3-yl]-4-fluoro-2-[rac-(3R,5S)-3,4,5-trimethylpiperazin-1-yl]phenyl]benzamide